3-(2,5-dimethyl-1-(1-phenylethyl)-1H-pyrrol-3-yl)-2-(6-methoxy-3H-imidazo[4,5-c]pyridin-2-yl)acrylonitrile CC=1N(C(=CC1C=C(C#N)C1=NC2=C(C=NC(=C2)OC)N1)C)C(C)C1=CC=CC=C1